(S)-2-(azetidin-1-ylmethyl)indoline N1(CCC1)C[C@H]1NC2=CC=CC=C2C1